[2-(3,4-epoxycyclohexyl)ethyl](ethoxy)diethylsilane C1(CC2C(CC1)O2)CC[Si](CC)(CC)OCC